2-(adamantan-1-yl)ethan-1-ol C12(CC3CC(CC(C1)C3)C2)CCO